OC(CC1NCC2C1CC(C2)(O)C2=CC(=CC=C2)OC)C2=CC=CC=C2 (2-hydroxy-2-phenylethyl)-5-(3-methoxyphenyl)-octahydrocyclopenta[c]pyrrol-5-ol